CC(CCCCC(C)C)CCC 2-methylpentyl-(isohexane)